7-amino-N-((5-chloro-2-pyridinyl)methyl)-6-iodo-N-((1R)-1-(2-pyrimidinyl)ethyl)-1,8-naphthyridine-3-carboxamide NC1=C(C=C2C=C(C=NC2=N1)C(=O)N([C@H](C)C1=NC=CC=N1)CC1=NC=C(C=C1)Cl)I